5-chloro-4-(3-fluoropyridin-2-yl)pyrimidine-2-carboxylic acid ClC=1C(=NC(=NC1)C(=O)O)C1=NC=CC=C1F